O1CCCC2=CC(=CC=C12)CC(=O)N1C2(CC(C1)(C2)COC2=CC(N(C=C2)C)=O)CNC2=C1C=CN=C(C1=CC=C2)NCC2=C(C=C(C=C2)OC)OC 4-((2-(2-(chroman-6-yl)acetyl)-1-(((1-((2,4-dimethoxybenzyl)amino)isoquinolin-5-yl)amino)methyl)-2-azabicyclo[2.1.1]hexan-4-yl)methoxy)-1-methylpyridin-2(1H)-one